[Ru].C(C1=CC=CC=C1)=C1C(C(CCC1(Cl)Cl)P(C1CCCCC1)C1CCCCC1)=C1N(CCN1C1=C(C=C(C=C1C)C)C)C1=C(C=C(C=C1C)C)C benzylidene{1,3-bis(2,4,6-trimethylphenyl)-2-imidazolidinylidene}dichloro(tricyclohexylphosphine) ruthenium